CC(C(=O)OCC)(C)C1=NC=C(C=N1)C ethyl 2-methyl-2-(5-methylpyrimidin-2-yl)propanoate